C(C)(=O)N[C@@H]1[C@H](CC(C(=O)O)(O)O[C@H]1[C@H](O)[C@H](O)CO)O 5-acetamido-3,5-dideoxy-D-glycero-D-galacto-non-2-ulopyranosonic acid